3-[6-(7-methylspiro[2H-benzofuran-3,1'-cyclopropane]-4-yl)oxy-3-pyridyl]-1H-imidazo[4,5-c]pyridin-2-one CC1=CC=C(C2=C1OCC21CC1)OC1=CC=C(C=N1)N1C(NC2=C1C=NC=C2)=O